phenyl-(o-tolyl)methanol C1(=CC=CC=C1)C(O)C1=C(C=CC=C1)C